FC1(C2CCCC(C12)N)F 7,7-difluorobicyclo[4.1.0]heptan-2-amine